OC=1C=CC(=NC1)N1CCN(CC1)C(CC=C(C1=CC=CC=C1)C1=CC=CC=C1)=O 1-[4-(5-Hydroxy-2-pyridyl)piperazin-1-yl]-4,4-diphenyl-but-3-en-1-one